endo-4-(4-chlorobenzyl)-2-(3-(pyrimidin-4-yl)-1H-pyrazol-5-yl)-2-azabicyclo-[3.1.0]hexan-3-one ClC1=CC=C(CC2C(N(C3CC23)C2=CC(=NN2)C2=NC=NC=C2)=O)C=C1